2-methyl-6H-imidazo[1,2-c]pyrimidin-5-one CC=1N=C2N(C(NC=C2)=O)C1